[Nb].[Co].[Mo].[Cr] chromium molybdenum cobalt niobium